C(C)(C)(C)O.[Zr] Zirconium tert-Butanol